COC(C1=CC=C(C=C1)CN(C(=O)N1CCOCC1)C1=CC(=CC=C1)C(F)(F)F)=O.ONC(=O)C1=CC=C(CN(C(=O)N2CCOCC2)C2=CC(=CC=C2)C(F)(F)F)C=C1 N-(4-(hydroxycarbamoyl)benzyl)-N-(3-(trifluoromethyl)phenyl)morpholine-4-carboxamide Methyl-4-((N-(3-(trifluoromethyl)phenyl)morpholine-4-carboxamido)methyl)benzoate